ClC1=CC=C(C=C1)C=1N=C(NC1C)C1=C(C=C(C=C1)Cl)Cl 4-(4-chlorophenyl)-2-(2,4-dichlorophenyl)-5-methyl-1H-imidazole